N1CCC(CC1)CN1CCC(CC1)OC1=CC=C(C=C1)[C@@H]1C(NC(CC1)=O)=O |r| rac-(R)-3-(4-((1-(piperidin-4-ylmethyl)piperidin-4-yl)oxy)phenyl)piperidine-2,6-dione